C(C)(=O)[C@@](C=O)(O)[C@@](O)([C@](O)([C@H](O)COC(C)=O)C(C)=O)C(C)=O 2,3,4,6-O-tetraacetyl-D-glucose